N1=C(C=CC=C1)C1=CC=C(C(=N1)NC1COCC1)N 6-(2-pyridyl)-N2-tetrahydrofuran-3-yl-pyridine-2,3-diamine